C1(CC1)CC(=O)C1=CC=C(C=C1)[C@H](C)NC(C(F)(F)F)=O N-[(1S)-1-[4-(2-cyclopropylacetyl)phenyl]ethyl]-2,2,2-trifluoro-acetamide